CC=1C=C(C=O)C=CC1 3-Methyl-benzaldehyde